methoxy-6-methyl-[3,4'-bipyridine]-2-amine COC1=C(C(=NC(=C1)C)N)C1=CC=NC=C1